trifluoromethyl-sulfimide FC(F)(F)S=N